2-[(2R,4R)-4-[3-[4-[6-[8-(1,3-benzothiazol-2-ylcarbamoyl)-3,4-dihydro-1H-isoquinolin-2-yl]-2-tert-butoxycarbonyl-3-pyridyl]-3-methyl-phenoxy]propyl]-2-methyl-1-piperidyl]acetic acid S1C(=NC2=C1C=CC=C2)NC(=O)C=2C=CC=C1CCN(CC21)C2=CC=C(C(=N2)C(=O)OC(C)(C)C)C2=C(C=C(OCCC[C@H]1C[C@H](N(CC1)CC(=O)O)C)C=C2)C